NC=1C=C(C(=C2CCC(C(C12)=O)C(=O)NCCO)C)F 8-Amino-6-fluoro-N-(2-hydroxyethyl)-5-methyl-1-oxo-1,2,3,4-tetrahydronaphthalene-2-carboxamide